FC1=C(OC2=NC=NC(=C2)C(F)(F)F)C(=CC=C1)F 4-(2,6-DIFLUOROPHENOXY)-6-(TRIFLUOROMETHYL)PYRIMIDIN